C1(CC1)S(=O)(=O)C=1C=C(OC[C@H](CN[C@H]2COC3(C2)CCN(CC3)S(=O)(=O)C3=CC2=C(O[C@@H](CN2C)C)N=C3)O)C=CC1 (S)-1-(3-(cyclopropylsulfonyl)phenoxy)-3-((R)-8-((R)-1,3-dimethyl-2,3-dihydro-1H-pyrido[2,3-b][1,4]oxazin-7-ylsulfonyl)-1-oxa-8-azaspiro[4.5]decan-3-ylamino)propan-2-ol